FC1=CC=C(C2=C1N=C(S2)N)OCCC 4-fluoro-7-propoxy-1,3-benzothiazol-2-amine